C1(=C(C=CC=C1)C#CC1=NNC2=CC=C(C=C12)C(=O)N1CCC(CC1)OC1=CC=C(C=C1)NC(C1=CC=C(C=C1)CCC(=O)NC)=O)C1=CC=CC=C1 N-(4-((1-(3-([1,1'-Biphenyl]-2-ylethynyl)-1H-indazole-5-carbonyl)piperidin-4-yl)oxy)phenyl)-4-(3-(methylamino)-3-oxopropyl)benzamide